NC1=CC(=C(C=C1)NC(C1=C(C=CC(=C1)Cl)O)=O)F N-(4-Amino-2-fluorophenyl)-5-chloro-2-hydroxybenzamide